N1=C(C=CC2=CC=CC(=C12)C(=O)[O-])C(=O)[O-].[Na+].[Na+] sodium quinoline-2,8-dicarboxylate